OC(CNCC1=CC=2N=CN=C(C2N=C1)NC=1C(=C(C=CC1)C1=C(C(=CC=C1)NC=1N=CC=C2C=C(C=NC12)CN1C[C@@H](CC1)O)C)C)(C)C (R)-1-((8-(3'-(7-((2-Hydroxy-2-methylpropylamino)methyl)pyrido[3,2-d]pyrimidin-4-ylamino)-2,2'-dimethylbiphenyl-3-ylamino)-1,7-naphthyridin-3-yl)methyl)pyrrolidin-3-ol